NC1=NC=2C=CC(=CC2C2=C1COC2)C(=O)N([C@H]2CCC1=NC(=CC=C12)C(F)(F)F)C 4-amino-N-methyl-N-((5S)-2-(trifluoromethyl)-6,7-dihydro-5H-cyclopenta[b]pyridin-5-yl)-1,3-dihydrofuro[3,4-c]quinoline-8-carboxamide